C(CCCC)OC1=CC=CC=C1 pentyloxybenzene